C[Si](OC(C)=O)(OC(C)=O)OC(C)=O methyl-triacetoxysilane